5,7-dimethoxy-4-oxo-2-(3,4,5-trimethoxyphenyl)-4H-chromen-3-yl 3,4-difluorobenzenesulfonate FC=1C=C(C=CC1F)S(=O)(=O)OC1=C(OC2=CC(=CC(=C2C1=O)OC)OC)C1=CC(=C(C(=C1)OC)OC)OC